O[C@@H]1CC[C@@]2([C@H]3C[C@@H]([C@@]4([C@H](CC[C@H]4[C@@H]3CC[C@@H]2C1)[C@@H](CCC(=O)N[C@H](C(=O)O)C(C)C)C)C)O)C (S)-2-((R)-4-((3R,5R,8R,9S,10S,12S,13R,14S,17R)-3,12-dihydroxy-10,13-dimethyl-hexadecahydro-1H-cyclopenta[a]phenanthren-17-yl)pentanamido)-3-methylbutanoic acid